tert-butyl (2-chloroimidazo[2,1-f][1,2,4]triazin-4-yl)(4-(1-isopropyl-4-(trifluoromethyl)-1H-imidazol-2-yl)benzyl)carbamate ClC1=NN2C(C(=N1)N(C(OC(C)(C)C)=O)CC1=CC=C(C=C1)C=1N(C=C(N1)C(F)(F)F)C(C)C)=NC=C2